(S)-N-(2,3-dihydro-1H-inden-1-yl)-2-(1-ethylpiperidin-4-yl)-7-methylbenzo[d]-thiazole-6-carboxamide [C@@H]1(CCC2=CC=CC=C12)NC(=O)C1=C(C2=C(N=C(S2)C2CCN(CC2)CC)C=C1)C